C(C)(C)(C)OC(N[C@@H](CC=C)C1=CC(=NC=C1)C1=C(C=NN1C)[N+](=O)[O-])=O N-[(1S)-1-[2-(1-methyl-4-nitro-1H-pyrazol-5-yl)pyridin-4-yl]but-3-en-1-yl]carbamic acid tert-butyl ester